6-((2S,5R)-4-((S)-1-(6-fluoroquinolin-2-yl)-2-methylpropyl)-2,5-dimethylpiperazin-1-yl)-3,8-dimethyl-9-(((S)-tetrahydrofuran-2-yl)methyl)-3,9-dihydro-2H-purin-2-one FC=1C=C2C=CC(=NC2=CC1)[C@H](C(C)C)N1C[C@@H](N(C[C@H]1C)C=1C=2N=C(N(C2N(C(N1)=O)C)C[C@H]1OCCC1)C)C